5-oxo-5,8-dihydropyrido[2,3-d]pyrimidin-8-ium O=C1C=C[NH2+]C=2N=CN=CC21